C1(=CC=CC2=CC=CC=C12)C1=NC(=CC(=N1)C1=C(C=CC=C1)C1=C2C=3C=CC(=CC3C3(C2=CC=C1)CCCCC3)C#N)C3=CC=CC=C3 5'-(2-(2-(naphthalen-1-yl)-6-phenylpyrimidin-4-yl)phenyl)spiro[cyclohexane-1,9'-fluorene]-2'-carbonitrile